methyl 3,5-difluoroisonicotinate FC1=C(C(=O)OC)C(=CN=C1)F